C(CCCNC(C1=CC=CC=C1)=O)NC(C1=CC=CC=C1)=O N,N'-(butane-1,4-diyl)dibenzamide